[1-prop-2-enoyl-3-(trifluoromethyl)pyrrolidin-3-yl] N-[2-[2-[5-fluoro-2-[4-(1,2,3,4-tetrahydroisoquinolin-6-yl)thieno[2,3-d]pyridazin-7-yl]phenoxy]ethoxy]ethyl]carbamate FC=1C=CC(=C(OCCOCCNC(OC2(CN(CC2)C(C=C)=O)C(F)(F)F)=O)C1)C=1N=NC(=C2C1SC=C2)C=2C=C1CCNCC1=CC2